1-([(1,1'-biphenyl)-4-ylsulfonyl]pyrrolidin-3-yl)-1,6-dihydroimidazo[4,5-d]pyrrole C1(=CC=C(C=C1)S(=O)(=O)N1CC(CC1)N1C=NC2=C1CC=N2)C2=CC=CC=C2